C(C1=CC=CC=C1)C(C(C)(C(=O)O)C(C)(C)C)(CCCCC)C(=O)O 3-benzyl-2-tert-butyl-octane-2,3-dicarboxylic acid